COC1=CC=C(CN2N=CC3=CC=C(C=C23)N(NC(=O)OC(C)(C)C)C(=O)OC(C)(C)C)C=C1 di-tert-butyl 1-(1-(4-methoxybenzyl)-1H-indazol-6-yl)hydrazine-1,2-dicarboxylate